FC(C=1C=C(O[C@H]2CNCC2)C=CC1)(F)F (R)-3-(3-(trifluoromethyl)phenoxy)pyrrolidin